tert-butyl 3-methyl-4-oxo-3,7-diazabicyclo[4.1.1]octane-7-carboxylate CN1CC2N(C(CC1=O)C2)C(=O)OC(C)(C)C